2-(2-chlorophenyl)-N-(3-cyano-5-{[(dimethylamino)methylene]sulfamoyl}-4-[4-(trifluoromethyl)-1H-pyrazol-1-yl]phenyl)acetamide ClC1=C(C=CC=C1)CC(=O)NC1=CC(=C(C(=C1)S(N=CN(C)C)(=O)=O)N1N=CC(=C1)C(F)(F)F)C#N